(5-(1-aminoethyl)-4-(2-isopropylpyridin-3-yl)-2-methyl-1H-imidazol-1-yl)ethan-1-ol NC(C)C1=C(N=C(N1C(C)O)C)C=1C(=NC=CC1)C(C)C